piperazinyl-biguanide N1(CCNCC1)NC(=N)NC(=N)N